strontium ytterbium gadolinium [Gd].[Yb].[Sr]